FC1=CC=C(CNC2CCN(CC2)C)C=C1 N-(4-fluorobenzyl)-1-methylpiperidin-4-amine